CN(C1=CC=NC2=C(C=CC=C12)NC(C1=NC=CC=C1)=O)CCCNC(CCC#C)=O N-(4-(methyl(3-(pent-4-ynamido)propyl)amino)quinolin-8-yl)picolinamide